C(CC)N1C=NC=2N=C(NC2C1=O)C=1C=NN(C1)CC=1C=NC=CC1 1-propyl-8-(1-pyridin-3-ylmethyl-1H-pyrazol-4-yl)-1,7-dihydro-purin-6-one